N1CNN2C1=COCC2 dihydro-5H-[1,2,4]triazolo[5,1-c][1,4]oxazine